ClC=1C=C(C(=NC1N1N=CC=C1)C)NC(=O)C=1C=NN(C1C(F)(F)F)C1=C2C=CNC(C2=CC=C1)=O N-(5-chloro-2-methyl-6-(1H-pyrazol-1-yl)pyridin-3-yl)-1-(1-oxo-1,2-dihydroisoquinolin-5-yl)-5-(trifluoromethyl)-1H-pyrazole-4-carboxamide